N[C@H](C(=O)NC=1C(=NN(C1)[C@@H](C)C=1C(=NC=C(C1)F)OC)F)C(C1CC1)C1CC1 (2S)-2-amino-3,3-dicyclopropyl-N-[3-fluoro-1-[(1S)-1-(5-fluoro-2-methoxy-3-pyridyl)ethyl]pyrazol-4-yl]propanamide